N[C@H]1CN(CCC1)C=1C=C(C=CC1)CS(=O)(=O)NC1=CC=C(C=C1)C1=CC2=C(N=CN=C2N2CCOCC2)N1 (R)-1-(3-(3-aminopiperidin-1-yl)phenyl)-N-(4-(4-morpholino-7H-pyrrolo[2,3-d]pyrimidin-6-yl)phenyl)methanesulfonamide